tert-butyl 2-[(2-bromo-3-chloro-phenyl)methyl]-2,8-diazaspiro[3.5]nonane-8-carboxylate BrC1=C(C=CC=C1Cl)CN1CC2(C1)CCCN(C2)C(=O)OC(C)(C)C